7-amino-6-bromo-N-((3-fluoro-2-pyridinyl)methyl)-N-((5-(trifluoromethyl)-2-pyridinyl)methyl)-1,8-naphthyridine-3-carboxamide NC1=C(C=C2C=C(C=NC2=N1)C(=O)N(CC1=NC=C(C=C1)C(F)(F)F)CC1=NC=CC=C1F)Br